2-amino-4-methylamino-6-anilino-1,3,5-triazine NC1=NC(=NC(=N1)NC)NC1=CC=CC=C1